ClC=1C(=C(C=CC1F)C(=O)C1COC2=CC=CC=C2C1)F (3-chloro-2,4-difluorophenyl)(chroman-3-yl)methanone